Cl.ClC1=C(C=C(C=C1)C1=C(N=C(O1)C=1C=C(C=CC1)C)N1C(N=C(C(=C1)F)NCC)=O)F 1-(5-(4-chloro-3-fluorophenyl)-2-(m-tolyl)oxazol-4-yl)-4-(ethylamino)-5-fluoropyrimidin-2(1H)-one hydrochloride